3-(6-(((3R,4R)-1-(5-chloro-4-((1-methyl-2-oxoindolin-5-yl)amino)pyrimidin-2-yl)-3-methylpiperidin-4-yl)amino)-1-methyl-1H-pyrazolo[3,4-b]pyridin-3-yl)piperidine-2,6-dione ClC=1C(=NC(=NC1)N1C[C@H]([C@@H](CC1)NC1=CC=C2C(=N1)N(N=C2C2C(NC(CC2)=O)=O)C)C)NC=2C=C1CC(N(C1=CC2)C)=O